C(CC)OC1=CC=C(OCCCCN2CCOCC2)C=C1 4-[4-(4-propoxyphenoxy)Butyl]morpholine